pyrazine-2,3-dicarboxylic acid monoamide N1=C(C(=NC=C1)C(=O)O)C(=O)N